C(C)OC(\C(\C(C)=O)=C/C1=CC=C(C=C1)[N+](=O)[O-])=O (Z)-2-(4-nitrobenzylidene)-3-oxobutanoic acid ethyl ester